F[C@@H]1[C@@]2(CCC[C@](C[C@H]1OC1=CN=C(N=N1)C=1C(=CC(=NC1)N1C=NC=C1)O)(N2)C)C 5-(6-(((1S,2R,3R,5R)-2-fluoro-1,5-dimethyl-9-azabicyclo[3.3.1]nonan-3-yl)oxy)-1,2,4-triazin-3-yl)-2-(1H-imidazol-1-yl)pyridin-4-ol